Methyl (((cis-3-(2-amino-6-hydroxy-9H-purin-9-yl)cyclobutyl)methoxy)(4-chlorophenoxy)phosphoryl)-L-alaninate NC1=NC(=C2N=CN(C2=N1)[C@H]1C[C@H](C1)COP(=O)(OC1=CC=C(C=C1)Cl)N[C@@H](C)C(=O)OC)O